C(#N)C1(CC1)OC1=CC(=NC(=N1)C(C)(F)F)N1CC2(C=3C=NC(=CC31)NC(C)=O)CC2 N-(1'-(6-(1-cyanocyclopropyloxy)-2-(1,1-difluoroethyl)pyrimidin-4-yl)-1',2'-dihydrospiro[cyclopropane-1,3'-pyrrolo[3,2-c]pyridin]-6'-yl)acetamide